n-undecyl eicosanoate C(CCCCCCCCCCCCCCCCCCC)(=O)OCCCCCCCCCCC